NC1=NN(C=C1CN)C(=O)N(C)C amino-4-(aminomethyl)-N,N-dimethyl-1H-pyrazole-1-carboxamide